N-tert-Butoxycarbonyl-N-[[4-(difluoromethyl)-3-methyl-7-[4-(trifluoromethoxy)phenyl]benzimidazol-5-yl]methyl]carbamic acid tert-butyl ester C(C)(C)(C)OC(N(CC1=C(C2=C(N=CN2C)C(=C1)C1=CC=C(C=C1)OC(F)(F)F)C(F)F)C(=O)OC(C)(C)C)=O